2-(5-(1,10-phenanthroline-2-yl)-2-benzyloxyphenyl)pyridine N1=C(C=CC2=CC=C3C=CC=NC3=C12)C=1C=CC(=C(C1)C1=NC=CC=C1)OCC1=CC=CC=C1